(2-BROMO-4-FORMYLPHENOXY)ACETIC ACID BrC1=C(OCC(=O)O)C=CC(=C1)C=O